BrC=1N=C(SC1)C=1C=CC(=C(O\C(\C(=O)OC)=C/OC)C1)C methyl (Z)-2-[5-(4-bromothiazol-2-yl)-2-methyl-phenoxy]-3-methoxy-prop-2-enoate